1-[5-(Difluoromethyl)-1,3,4-thiadiazol-2-yl]-3-[(2,5-dimethylpyrazol-3-yl)methyl]benzimidazol-2-one Tert-butyl-(2-((2-aminoethyl)disulfaneyl)-2-methylpropyl)carbamate C(C)(C)(C)N(C(O)=O)CC(C)(C)SSCCN.FC(C1=NN=C(S1)N1C(N(C2=C1C=CC=C2)CC=2N(N=C(C2)C)C)=O)F